C(C)(C)(C)C(N(CC=1C=NC=CC1C(F)(F)F)S(=O)(=O)C1=C(C(=CC(=C1F)F)F)F)C(=O)OCC1=CC(=C(C=C1)OC(F)(F)F)CO[Si](C)(C)C(C)(C)C (3-(((tert-butyldimethylsilyl)oxy)methyl)-4-(trifluoromethoxy)phenyl)methanol tert-butyl-N-((2,3,5,6-tetrafluorophenyl)sulfonyl)-N-((4-(trifluoromethyl)pyridin-3-yl)methyl)glycinate